Mercaptosulfur S[S]